O[C@H]1[C@H](N(CCC1)C(=O)OC(C)(C)C)CO tert-butyl (2R,3R)-3-hydroxy-2-(hydroxymethyl)piperidine-1-carboxylate